ClC1=C(C=CC=C1)C[C@H](N)C(=O)O 3-(2-chlorophenyl)-alanine